3-endo-(8-{2-[cyclopentylmethyl-((S)-2,3-dihydroxypropionyl)-amino]ethyl}-8-azabicyclo[3.2.1]oct-3-yl)-benzamide TFA salt OC(=O)C(F)(F)F.C1(CCCC1)CN(CCN1C2CC(CC1CC2)C=2C=C(C(=O)N)C=CC2)C([C@H](CO)O)=O